Tetranatrium pyrophosphat [O-]P([O-])(=O)OP(=O)([O-])[O-].[Na+].[Na+].[Na+].[Na+]